methylicosa-11,14-dienoic acid CC(C(=O)O)CCCCCCCCC=CCC=CCCCCC